3-dodecylimidazolinium-2-carboxylate C(CCCCCCCCCCC)N1C([NH2+]CC1)C(=O)[O-]